2-hydroxypropyl-tetradecyl ether OC(COCCCCCCCCCCCCCC)C